C=C(C1=CC=CC=C1)C1=CC=CC=C1 MethyleneDiphenylmethane